2-[[amino-[4-bromo-1-(2,2,2-trifluoroethyl)indol-2-yl]methylene]amino]-2-(tert-butoxycarbonylamino)acetate NC(C=1N(C2=CC=CC(=C2C1)Br)CC(F)(F)F)=NC(C(=O)[O-])NC(=O)OC(C)(C)C